2-chloro-3-(2-fluoropropanoylamino)-N-(1-methyltetrazol-5-yl)-4-(2,2,2-trifluoroethoxy)benzamide ClC1=C(C(=O)NC2=NN=NN2C)C=CC(=C1NC(C(C)F)=O)OCC(F)(F)F